4-[2-[(2R)-3-(3,4-dihydro-1H-isoquinolin-2-yl)-2-hydroxy-propyl]-1-oxo-3,4-dihydroisoquinolin-6-yl]piperazine-1-carboxylic acid tert-butyl ester C(C)(C)(C)OC(=O)N1CCN(CC1)C=1C=C2CCN(C(C2=CC1)=O)C[C@@H](CN1CC2=CC=CC=C2CC1)O